(1R,2R)-N-(8-Amino-6-(1-ethyl-1H-pyrazol-4-yl)cinnolin-3-yl)-2-fluorocyclopropanecarboxamide NC=1C=C(C=C2C=C(N=NC12)NC(=O)[C@@H]1[C@@H](C1)F)C=1C=NN(C1)CC